C(C(=O)[O-])(=O)O[O-] peroxyoxalate